C(C)OC(=O)[C@@H]1[C@@H]2CC[C@H]([C@H]12)OC=1C(=NC(=CC1)C=1N=NN(C1C=O)C)C |r| (±)-(1S,2R,5R,6R)-2-((6-(5-formyl-1-methyl-1H-1,2,3-triazol-4-yl)-2-methyl-pyridin-3-yl)oxy)bicyclo[3.1.0]hexane-6-carboxylic acid ethyl ester